C(C)N([C@@H](C)C(=O)O)P(=O)(OC1=C(C(=C(C(=C1F)F)F)F)F)OC1=CC=CC2=CC=CC=C12.FC1=C(C(=C(C(=C1C#C[Si](C)(C)C)F)C#C[Si](C)(C)C)F)C#C[Si](C)(C)C 2,4,6-trifluoro-1,3,5-tri(trimethylsilylethynyl)benzene ethyl-((naphthalen-1-yloxy)(perfluorophenoxy)phosphoryl)-L-alaninate